C(C)OC(=O)C1C2CCNC12 2-Azabicyclo[3.1.0]hexane-6-carboxylic acid ethyl ester